C1=CC=NC=2C(C(C3=NC=CC=C3C12)=O)=O [4,7]phenanthroline-5,6-dione